(3R)-1-[7-[[5-(trifluoromethyl)pyrazin-2-yl]amino]-2-azaspiro[3.5]nonane-2-carbonyl]pyrrolidine-3-carboxamide FC(C=1N=CC(=NC1)NC1CCC2(CN(C2)C(=O)N2C[C@@H](CC2)C(=O)N)CC1)(F)F